4-[(4-methylbenzyl)amino]phenol CC1=CC=C(CNC2=CC=C(C=C2)O)C=C1